[Br-].C(#N)C1=CC=[N+](C=C1)CC(=O)C1=CC(=CC=C1)[N+](=O)[O-] 4-Cyano-1-(2-(3-nitrophenyl)-2-oxoethyl)pyridin-1-ium bromide